C(C)(C)(C)OC(=O)N1C[C@H]([C@@H](CC1)NC=1N=C(C(=NC1CC1=CC=C(C=C1)F)C(=O)OC)C)C methyl 5-((trans-1-(tert-butoxycarbonyl)-3-methylpiperidin-4-yl)amino)-6-(4-fluorobenzyl)-3-methylpyrazine-2-carboxylate